ethyl 2-hydroxytetrahydro-1H-pyrrolizine-7a(5H)-carboxylate OC1CC2(CCCN2C1)C(=O)OCC